ClC1=C(C=CC=2N(N=NC21)CC)[C@@H](CC(=O)OCC2=CC=CC=C2)C2=CC(=C(C=C2)C)CO (S)-benzyl 3-(4-chloro-1-ethyl-1H-benzo[d][1,2,3]triazol-5-yl)-3-(3-(hydroxymethyl)-4-methylphenyl)propanoate